FC(C1=C(C=C(CNC(C(C)C)=O)C=C1)C=1NC(C=C(N1)C=1C=NC(=CC1)C(F)(F)F)=O)F N-[4-(difluoromethyl)-3-{6-oxo-4-[6-(trifluoromethyl)pyridin-3-yl]-1,6-dihydropyrimidin-2-yl}benzyl]isobutyramide